2-(2-(2-isopropylphenyl)-4-(4-methoxybenzyl)piperazin-1-yl)-7-azaspiro[3.5]Nonane C(C)(C)C1=C(C=CC=C1)C1N(CCN(C1)CC1=CC=C(C=C1)OC)C1CC2(C1)CCNCC2